C1(=CC=CC=C1)C1=NC(=NC=C1)N1CCNCC1 (4-phenylpyrimidin-2-yl)piperazine